2-(5-Fluoro-6'-(methyl-d3)-[3,4'-bipyridin]-2'-yl)-5-(5-fluoropyridin-2-yl)-1,3,4-oxadiazole FC=1C=C(C=NC1)C1=CC(=NC(=C1)C([2H])([2H])[2H])C=1OC(=NN1)C1=NC=C(C=C1)F